6-chloro-1-(4-fluoro-2-isopropylphenyl)-3-(6-methoxy-2-methylpyridin-3-yl)-2,3-dihydropyrido[2,3-d]pyrimidin-4(1H)-one ClC1=CC2=C(N(CN(C2=O)C=2C(=NC(=CC2)OC)C)C2=C(C=C(C=C2)F)C(C)C)N=C1